C(C)(C)(C)OC1=C(C=C(C=C1)C(=O)N1CCC(CC1)C1=CC=C(C=C1)OC=1N=NC(=CC1)C(F)(F)F)NS(=O)(=O)CC1=CC=CC=C1 N-(2-(tert-butoxy)-5-(4-(4-((6-(trifluoromethyl)pyridazin-3-yl)oxy)phenyl)piperidine-1-carbonyl)phenyl)-1-phenylmethanesulfonamide